3-methoxycyclobutyl methanesulfonate CS(=O)(=O)OC1CC(C1)OC